2-methyl-N-(3-(N-(3-(trifluoromethyl)phenyl)sulfamoyl)phenyl)furan-3-carboxamide CC=1OC=CC1C(=O)NC1=CC(=CC=C1)S(NC1=CC(=CC=C1)C(F)(F)F)(=O)=O